OC=1C(=CC=NC1)C(=O)[O-] 5-hydroxy-pyridine-4-carboxylate